C(C)(C)(C)OC(=O)C=1C(=CC=C2C=CC=NC12)CCCCCOS(=O)(=O)C1=CC=C(C)C=C1 7-(5-(p-toluenesulfonyloxy)pentyl)quinoline-8-carboxylic acid tert-butyl ester